7-(5-{[(1S,2S)-5,5-difluoro-2-hydroxycyclohexyl]carbamoyl}-2-(trifluoromethyl)phenyl)imidazo[1,5-a]pyridine-3-carboxamide FC1(CC[C@@H]([C@H](C1)NC(=O)C=1C=CC(=C(C1)C1=CC=2N(C=C1)C(=NC2)C(=O)N)C(F)(F)F)O)F